C(#N)[C@H](CC1=C(C=C(C=C1)C=1C=CC2=C(N(C(O2)=O)C([2H])([2H])[2H])C1)F)NC(=O)C1CN(C1)C(=O)OC(C)(C)C tert-butyl 3-{[(1S)-1-cyano-2-{2-fluoro-4-[3-(2H3)methyl-2-oxo-1,3-benzoxazol-5-yl]phenyl}ethyl]carbamoyl}azetidine-1-carboxylate